C1=CC=CC=2C3=CC=CC=C3C(C12)COC(=O)N([C@H](C(=O)O)CC1=CC=C(C=C1)OC(F)(F)F)C (2S)-2-[9H-fluoren-9-ylmethoxycarbonyl(methyl)amino]-3-[4-(trifluoromethoxy)phenyl]propanoic acid